1-[(5-Nitrofuran-2-yl)methyl]-4-[3-(trifluoromethyl)phenyl]piperazine [N+](=O)([O-])C1=CC=C(O1)CN1CCN(CC1)C1=CC(=CC=C1)C(F)(F)F